2,3-dichloro-8-methyl-quinoline ClC1=NC2=C(C=CC=C2C=C1Cl)C